(3-Fluoro-5-(trifluoromethyl)phenyl)-2-(3-(hydroxymethyl)-1H-indol-1-yl)acetamide FC=1C=C(C=C(C1)C(F)(F)F)C(C(=O)N)N1C=C(C2=CC=CC=C12)CO